tert-Butyl N-[[4-(2-phenylethyl)-2-pyridyl]methyl]carbamate C1(=CC=CC=C1)CCC1=CC(=NC=C1)CNC(OC(C)(C)C)=O